5-benzyl-N-(4-(1-ethyl-3-methyl-1H-pyrazol-5-yl)pyridine-2-yl)-4H-1,2,4-triazole-3-carboxamide C(C1=CC=CC=C1)C=1NC(=NN1)C(=O)NC1=NC=CC(=C1)C1=CC(=NN1CC)C